BrC=1C=C2C=3C=C(C=CC3N(C2=CC1)CCCCCCCCCCCCCCCCC)C1=CC=2C(C3=CC(=CC=C3N(C2C=C1)C1=CC=C(C=C1)C(C1=CC=CC=C1)=O)C=1C=CC=2N(C3=CC=C(C=C3C2C1)Br)CCCCCCCCCCCCCCCCC)(CCCCCC)CCCCCC 2,7-di(6-bromo-9-heptadecylcarbazole-3-yl)-9,9-dihexyl-10-(4-benzoylphenyl)-9,10-dihydroacridine